N=1C=NN2C1C=CC(=C2)C2=CNC=1N=C(N=CC12)N[C@@H](C)CC (S)-5-([1,2,4]triazolo[1,5-a]pyridin-6-yl)-N-(sec-butyl)-7H-pyrrolo[2,3-d]pyrimidin-2-amine